Nε-azido-L-lysine N(=[N+]=[N-])NCCCC[C@H](N)C(=O)O